2-(4-((1-(4-methoxybenzyl)-5-(2-methylcyclopentyl)-6-oxo-1,6-dihydropyridazin-3-yl)methyl)-3,5-dimethylphenyl)-3,5-dioxo-2,3,4,5-tetrahydro-1,2,4-triazine-6-carboxamide COC1=CC=C(CN2N=C(C=C(C2=O)C2C(CCC2)C)CC2=C(C=C(C=C2C)N2N=C(C(NC2=O)=O)C(=O)N)C)C=C1